NC1=CC(=CC(=N1)N(CCCCC1C2(CC2)CCN(C1)C(=O)OC(C)(C)C)CC1=CC=C(C=C1)OC)C tert-butyl 4-(4-((6-amino-4-methylpyridin-2-yl)(4-methoxybenzyl)amino)butyl)-6-azaspiro[2.5]octane-6-carboxylate